2,5-dioxazole N1OC=CO1